(3-(1-(3-Cyanophenethyl)piperidin-4-yl)-1H-pyrrolo[2,3-c]pyridin-1-yl)-5-fluoro-N-isopropyl-N-methylbenzamide C(#N)C=1C=C(CCN2CCC(CC2)C2=CN(C3=CN=CC=C32)C3=C(C(=O)N(C)C(C)C)C=C(C=C3)F)C=CC1